C(C)OC(=O)C1=C(N(C2=CC=C(C=C12)OC(=O)C)C)C 1,2-dimethyl-5-acetoxyl-1H-indole-3-carboxylic acid ethyl ester